C(C)SC=1C=C(C=NC1C=1N=C2N(C(N(C(=C2)C(F)(F)F)C)=O)C1)C(C#N)(C)C 2-[5-ethylthio-6-[6-methyl-5-oxo-7-(trifluoromethyl)imidazo[1,2-c]Pyrimidin-2-yl]-3-pyridyl]-2-methyl-propionitrile